5-carboxymethylaminomethyl-uracil methyl-(E)-7-bromo-2-(2-(4-methylpyrimidin-2-yl)vinyl)quinoline-5-carboxylate CC=1C(=NC=2C=C(C=C(C2C1)C(=O)O)Br)\C=C\C1=NC=CC(=N1)C.C(=O)(O)CNCC=1C(NC(NC1)=O)=O